C(C)(C)(C)OC(=O)N[C@H](C(=O)O)CC1CCCCC1 (S)-2-((tert-Butoxycarbonyl)amino)-3-cyclohexylpropionic acid